3-(1-(2-acetyl-5-methoxy-4-nitrophenyl)piperidin-4-yl)-1,3-oxazepin-2-one C(C)(=O)C1=C(C=C(C(=C1)[N+](=O)[O-])OC)N1CCC(CC1)N1C(OC=CC=C1)=O